(1S,4R)-1-methyl-4-(1-methylethenyl)-2-cyclohexene C[C@@H]1C=C[C@@H](CC1)C(=C)C